COC(=O)C1=CC(=CC2=C1NC(=N2)C)I 5-iodo-2-methyl-1H-benzo[d]imidazole-7-carboxylic acid methyl ester